ethyl (2S)-2-amino-4-(methylcarbamoyl)hept-6-enoate hydrochloride Cl.N[C@H](C(=O)OCC)CC(CC=C)C(NC)=O